8-chloro-7-fluoro-2H-benzo[b][1,4]oxazin-3(4H)-one ClC1=C(C=CC2=C1OCC(N2)=O)F